CN(CCC=1C(=CC(NC1)=O)C(F)(F)F)C 5-(2-(dimethylamino)ethyl)-2-oxo-4-(trifluoromethyl)pyridin